C(C=C)S(=O)(=O)CC(=O)C1=CC=C(C=C1)OC 2-allylsulfonyl-1-(4-methoxyphenyl)ethane-1-one